ClC1=C(C=CC=C1C1=CC=C(C(=N1)OC)CN(C(OC(C)(C)C)=O)C[C@H]1NC(CC1)=O)C1=C(C(=CC=C1)C1=CC=2N(C(C(=CN2)C=O)=O)C(=C1)C)Cl tert-butyl (S)-((6-(2,2'-dichloro-3'-(3-formyl-6-methyl-4-oxo-4H-pyrido[1,2-a]pyrimidin-8-yl)-[1,1'-biphenyl]-3-yl)-2-methoxypyridin-3-yl)methyl)((5-oxopyrrolidin-2-yl)methyl)carbamate